C(C1=CC=CC=C1)C(C(=O)N)(C1=CC=CC=C1)[C@H]1[C@@H]([C@@H](NC2=CC=CN=C12)C1CCCC1)C |r| benzyl-((2SR,3SR,4RS)-2-cyclopentyl-3-methyl-1,2,3,4-tetrahydro-1,5-naphthyridin-4-yl)-2-phenylacetamide